N-(3-Cyano-6-(3-fluorobenzyl)-5-methyl-4,5,6,7-tetrahydrothieno[2,3-c]pyridin-2-yl)-2-(4-sulfamoylphenyl)acetamid C(#N)C1=C(SC=2CN(C(CC21)C)CC2=CC(=CC=C2)F)NC(CC2=CC=C(C=C2)S(N)(=O)=O)=O